tetra(iso-butyl)diglycolamide C(C(C)C)C(OC(C(=O)N)(CC(C)C)CC(C)C)(C(=O)N)CC(C)C